N1CC(OCC1)C(=O)N1CCN(CC1)C=1C=C2[C@H](CN(CC2=CC1)C1=C2C(=NC=C1)N(N=C2)C)C morpholin-2-yl-[4-[(4R)-4-methyl-2-(1-methylpyrazolo[3,4-b]pyridin-4-yl)-3,4-dihydro-1H-isoquinolin-6-yl]piperazin-1-yl]methanone